FC(C1=CC=C(CC=2SC(=CN2)C(=O)N)C=C1)(F)F [4-(trifluoromethyl)benzyl]-1,3-thiazole-5-carboxamide